(3,4-Dichlorophenyl)(1-methyl-1,4,5,8,9,11-hexahydro-10H-pyrazolo[3,4-c]pyrazolo-[1,5-a:4,3-c']dipyridin-10-yl)methanone ClC=1C=C(C=CC1Cl)C(=O)N1CC=2C(CC1)=NN1C2C2=C(CC1)C=NN2C